(trifluoromethylsulfonyloxy)-2,4-dihydropyridine-1-carboxylate FC(S(=O)(=O)OC1N(C=CCC1)C(=O)[O-])(F)F